3-(2,6-difluoro-3,5-dimethoxyphenyl)-1-methyl-8-{[(3S)-tetrahydrofuran-3-ylamino]methyl}-1,3,4,7-tetrahydro-2H-pyrrolo[3',2':5,6]pyrido[4,3-d]pyrimidin-2-one FC1=C(C(=C(C=C1OC)OC)F)N1C(N(C2=C(C1)C=NC1=C2C=C(N1)CN[C@@H]1COCC1)C)=O